BrC=1C=C(C=2N(C1)N=CC2C(=O)N(C)C)O 6-bromo-4-Hydroxy-N,N-dimethylpyrazolo[1,5-a]pyridine-3-carboxamide